11-(3-{[(13Z)-1-oxodocos-13-enyl] oxy} propyl)-2-methyl-9-oxo-2,8-diaza-5,10-dioxatetradecan-14-yl (13Z)-docos-13-enoate C(CCCCCCCCCCC\C=C/CCCCCCCC)(=O)OCCCC(OC(NCCOCCN(C)C)=O)CCCOC(CCCCCCCCCCC\C=C/CCCCCCCC)=O